C(C1=CC=CC=C1)N([C@H]1C(N(CCCC1)C(=O)OC(C)(C)C)=O)CC1=CC=CC=C1 tert-butyl (R)-3-(dibenzylamino)-2-oxoazepane-1-carboxylate